N[C@@H](CO)C1=CC=C(C=C1)Br (R)-2-amino-2-(4-bromophenyl)ethanol